N=C1OC=CN1CC1=CC=CC=2NC(=NC21)NC(CO)(C)C2=CC(=CC=C2)C(F)(F)F 2-({4-[(2-imino-2,3-dihydro-1,3-oxazol-3-yl)methyl]-1H-1,3-benzodiazol-2-yl}amino)-2-[3-(trifluoromethyl)-phenyl]propan-1-ol